hydroxyethanediphosphonic acid OC(CP(O)(=O)O)P(O)(=O)O